C1C=CSNN1 dihydrothiadiazine